2-[(2S)-2-aminopropyl]-5-chloro-N-[(furan-2-yl)methyl]-3-methoxythieno[3,2-b]pyridin-7-amine dihydrochloride Cl.Cl.N[C@H](CC1=C(C2=NC(=CC(=C2S1)NCC=1OC=CC1)Cl)OC)C